triazinyl-methyl-oxazoleN N1=NN=C(C=C1)C1C(=NOC1)C